NCC1(CCCCC1)C(=O)NC[C@@H]1CC[C@H](CC1)C(=O)O trans-4-(trans-aminomethylcyclohexanecarbonyl)aminomethylcyclohexanecarboxylic acid